(1s,3s)-3-((5-(8-fluoroimidazo[1,2-a]pyridin-6-yl)-7H-pyrrolo[2,3-d]pyrimidin-2-yl)amino)-1-methylcyclobutan-1-ol FC=1C=2N(C=C(C1)C1=CNC=3N=C(N=CC31)NC3CC(C3)(O)C)C=CN2